bis(4-(4-aminophenoxy)phenyl)methanone NC1=CC=C(OC2=CC=C(C=C2)C(=O)C2=CC=C(C=C2)OC2=CC=C(C=C2)N)C=C1